ClC1=CC=C(C=C1)N1C(N(C(CC1=O)=O)C1=CC=C(C=C1)Cl)=O 1,3-bis(4-chlorophenyl)pyrimidine-2,4,6(1H,3H,5H)-trione